CN(C(C(=C)C)=O)C1=C(C=CC(=C1)Cl)C#N N-methyl-N-(2-cyano-5-chlorophenyl)-methacrylamide